C(#N)C1(CCOCC1)NC(=O)C1=NC=CC(=C1)NC(CC1=CC=C2C=CNC2=C1)=O N-(4-Cyanotetrahydropyran-4-yl)-4-[[2-(1H-indol-6-yl)acetyl]amino]pyridine-2-carboxamide